2,2'-thiodiethyl diacrylate C(C=C)(=O)OCCSCCOC(C=C)=O